rac-1-(6-isopropyl-3-(pyrrolidin-3-yl)-5,6-dihydro-1,4,2-dioxazin-5-yl)-N,N-dimethylmethanamine C(C)(C)C1C(OC(=NO1)C1CNCC1)CN(C)C